dimethylamino phosphorothioate P(ON(C)C)([O-])([O-])=S